NC1=NC=CC2=C1N(C(N2[C@H]2CNCCC2)=O)C2=CC=C(C=C2)OC2=CC=CC=C2 4-amino-3-(4-phenoxyphenyl)-1-[(3R)-3-piperidinyl]imidazo[4,5-c]pyridin-2-one